ClC1=NC2=CC(=CC=C2C(=N1)NC1=NNC(=C1)CO)Cl (3-((2,7-dichloroquinazolin-4-yl)amino)-1H-pyrazol-5-yl)methanol